5-((1-((3-ethyl-2,4-dioxo-1,2,3,4-tetrahydrothieno[3,2-d]pyrimidin-6-yl)methyl)pyrrolidin-3-yl)oxy)-6-fluoro-N-methylpicolinamide C(C)N1C(NC2=C(C1=O)SC(=C2)CN2CC(CC2)OC=2C=CC(=NC2F)C(=O)NC)=O